3-(5-methoxypyridin-2-yl)-N-(4-(tetrahydro-2H-pyran-4-yloxy)pyridin-2-yl)-1,2,4-thiadiazol-5-amine COC=1C=CC(=NC1)C1=NSC(=N1)NC1=NC=CC(=C1)OC1CCOCC1